2-(6,7-Dihydro-5H-pyrrolo[1,2-c]imidazol-1-yl)-2-[4-fluoro-1-oxo-6-[4-(4-piperidinyl)phenyl]isoindol-2-yl]-N-thiazol-2-yl-acetamide hydrochloride Cl.C1(=C2N(C=N1)CCC2)C(C(=O)NC=2SC=CN2)N2C(C1=CC(=CC(=C1C2)F)C2=CC=C(C=C2)C2CCNCC2)=O